ClC1=CC=C(C=N1)CN1\C(\C=CC=C1)=N/C(C(F)F)=O (Z)-N-[1-[(6-chloro-3-pyridyl)methyl]-2-pyridylidene]-2,2-difluoro-acetamide